CC1=CC2=C(OCC(CO2)=O)C=C1 7-methyl-2H-benzo-1,5-dioxepin-3(4H)-one